(1r,4r)-4-(6-((2-methyl-5-(trifluoromethyl)-1,2,3,4-tetrahydroisoquinolin-7-yl)amino)-1H-pyrazolo[3,4-d]pyrimidin-1-yl)cyclohexan-1-ol CN1CC2=CC(=CC(=C2CC1)C(F)(F)F)NC1=NC=C2C(=N1)N(N=C2)C2CCC(CC2)O